C(C)OC(C(C(=O)OCC)(CCC(C)C)C1CCCCC1)=O.C(C)OC1CCC(CC1)N1N=C(C(=C1)C=1C(=NC(=CC1)C=1C=NNC1)C(=O)N)C1=NC=CN=C1 (1-((1r,4r)-4-ethoxycyclohexyl)-3-(pyrazin-2-yl)-1H-pyrazol-4-yl)-6-(1H-pyrazol-4-yl)picolinamide diethyl-2-cyclohexyl-2-isopentylmalonate